COC=1C=C(C=CC1OC)CCC1=CC(=C(C(=C1)OC)OC)OC 3,4,3',4',5'-pentamethoxybibenzyl